FC(C1=CC=C(C=C1)C1C2(CC1(C2)C(=O)OC)C(=O)OC)(F)F Dimethyl 2-(4-(trifluoromethyl)phenyl)bicyclo[1.1.1]pentane-1,3-dicarboxylate